3-(2-(2,4-dichlorophenyl)-5-isopropylthiazol-4-yl)-1-(4-((1-hydroxy-2-methylpropan-2-yl)oxy)-3-methylphenyl)propan-1-one ClC1=C(C=CC(=C1)Cl)C=1SC(=C(N1)CCC(=O)C1=CC(=C(C=C1)OC(CO)(C)C)C)C(C)C